3-fluorophenol formate C(=O)OC1=CC(=CC=C1)F